FC(C(=O)N1CC(C1)C1=NN(C2=NC=CC(=C21)N2CC1(CN(C1)C(=O)OC(C)(C)C)C2)C2=CC=C(C=C2)OC(F)(F)F)=C tert-butyl 6-(3-(1-(2-fluoroacryloyl)azetidin-3-yl)-1-(4-(trifluoromethoxy)phenyl)-1H-pyrazolo[3,4-b]pyridin-4-yl)-2,6-diazaspiro[3.3]heptane-2-carboxylate